ClC1=C(OC=2C=C3CCN(C(C3=CC2)=O)C2=C(C=CC=C2)F)C(=CC(=C1)[N+](=O)[O-])Cl 6-(2,6-Dichloro-4-nitrophenoxy)-2-(2-fluorophenyl)-3,4-dihydroisoquinolin-1(2H)-one